benzyl-3,4-dihydro-1H-spiro[benzo[b][1,8]naphthyridine-2,3'-pyrrolidine]-1-carboxylic acid tert-butyl ester C(C)(C)(C)OC(=O)N1C=2N=C3C(=CC2CCC12CN(CC2)CC2=CC=CC=C2)C=CC=C3